Cl.ClC=1C=C(C=NC1)C1=CC(=CC=2N(N=NC21)C/C(=C/CN)/F)C(F)(F)F (Z)-4-(4-(5-chloropyridin-3-yl)-6-(trifluoromethyl)-1H-benzo[d][1,2,3]triazole-1-yl)-3-fluorobut-2-en-1-amine hydrochloride